CC1(COC1)COCCC[Si](OC)(OC)OC 3-(3-methyl-3-oxetanylmethoxy)propyltrimethoxysilane